diazo-p-aminobenzenesulfonic acid, 4-methoxybenzenediazonium salt COC1=CC=C(C=C1)[N+]#N.[N+](=[N-])=C1C(C=CC(=C1)N)S(=O)(=O)[O-]